4-(2-(4-(6-acetyl-3-chloro-2-fluorophenyl)-5-methoxy-2-oxopyridin-1(2H)-yl)-3-phenylpropionylamino)benzoic acid C(C)(=O)C1=CC=C(C(=C1C1=CC(N(C=C1OC)C(C(=O)NC1=CC=C(C(=O)O)C=C1)CC1=CC=CC=C1)=O)F)Cl